C(C)(C)(C)OC(N[C@@H]1CN(C[C@@H](C1)F)C1=C2C(=C(NC2=C(C=C1F)C(N)=O)C)Cl)=O ((3s,5r)-1-(7-carbamoyl-3-chloro-5-fluoro-2-methyl-1H-indol-4-yl)-5-fluoropiperidin-3-yl)carbamic acid tert-butyl ester